4-fluoro-1-((2-(trimethylsilyl)ethoxy)methyl)-1H-indazole-3-carbaldehyde FC1=C2C(=NN(C2=CC=C1)COCC[Si](C)(C)C)C=O